C(#N)C1N(CSC1)C(CNC(=O)C1=CC=NC2=CC=C(C=C12)COCCOC)=O N-(2-(4-Cyanothiazolidin-3-yl)-2-oxoethyl)-6-((2-methoxyethoxy)-methyl)quinoline-4-carboxamide